3-Bromo-6,6-dimethyl-8-(4-methylpiperazin-1-yl)-11-oxo-6,11-dihydro-5H-benzo[b]carbazole-9-Nitrile BrC1=CC=C2C=3C(C4=C(C(C3NC2=C1)(C)C)C=C(C(=C4)C#N)N4CCN(CC4)C)=O